NC=1C(NC(N(N1)C1=CC(=C(C(=C1)Cl)OC=1C=C2C3(C(NC2=CC1)=O)C(C3)(C)C)Cl)=O)=O 6-amino-2-(3,5-dichloro-4-((2,2-dimethyl-2'-oxospiro[cyclopropane-1,3'-indoline]-5'-yl)oxy)phenyl)-1,2,4-triazine-3,5(2h,4h)-dione